BrC=1C=CC2=C(N(C(N2)=S)C2=NN=NN2C)C1 6-bromo-1-(1-methyl-1H-tetrazol-5-yl)-1,3-dihydro-2H-benzo[d]imidazole-2-thione